C(C)(=O)C=1C=C2C[C@H](C(NC2=C(C1)F)=O)F |r| (±)-6-acetyl-3,8-difluoro-3,4-dihydroquinolin-2(1H)-one